N-((4bR,9bR)-1-amino-7-bromo-4b-hydroxy-10-oxo-4b,10-dihydro-9bH-indeno[1,2-b]benzofuran-9b-yl)acetamide NC1=C2C([C@]3([C@](OC4=C3C=CC(=C4)Br)(C2=CC=C1)O)NC(C)=O)=O